tert-Butyl 4-cyano-4-(hydroxymethyl)-1-piperidincarboxylate C(#N)C1(CCN(CC1)C(=O)OC(C)(C)C)CO